Cl.C1C(CC12CCNCC2)C(=O)N 7-azaspiro[3.5]nonane-2-carboxamide hydrochloride